N[C@H](C(=O)O)CC1=CC=C(C=C1)F (2S)-2-amino-3-(4-fluorophenyl)propanoic acid